C(C1=CC=CC=C1)=N[N]C1=NC=CC=C1 2-(2-benzylidene-1λ2-diazanyl)pyridine